OC[C@H]1N(C[C@H](C1)OC1=NC=C(C=C1)C(F)(F)F)C(=O)OC(C)(C)C (2S,4S)-tert-butyl 2-(hydroxymethyl)-4-(5-(trifluoromethyl)pyridin-2-yloxy)pyrrolidine-1-carboxylate